(3,3-dimethylbutyryl)benzoyl-hydrazine CC(CC(=O)N(N)C(C1=CC=CC=C1)=O)(C)C